COC(CN1C(=C(C2=CC=CC=C12)C=O)Cl)=O (2-CHLORO-3-FORMYL-INDOL-1-YL)-ACETIC ACID METHYL ESTER